P(=O)(O)(O)O[C@H]1[C@H]([C@@H](O[C@@H]1CO)N1C=NC=2C(N)=NC=NC12)OCCOC O-methoxyethyl adenosine-3'-phosphate